((2R,3S,4S,5R,6R)-3,4,5-trihydroxy-6-(((R)-5-oxotetrahydrofuran-3-yl)oxy)tetrahydro-2H-pyran-2-yl)methyl 3-phenylpropanoate C1(=CC=CC=C1)CCC(=O)OC[C@H]1O[C@H]([C@@H]([C@H]([C@@H]1O)O)O)O[C@H]1COC(C1)=O